tert-butyl (S)-3-((2-methoxypyrimidin-5-yl)oxy)pyrrolidine-1-carboxylate COC1=NC=C(C=N1)O[C@@H]1CN(CC1)C(=O)OC(C)(C)C